C1(CCCCC1)CNCCCCCCCSC1=C2CN(C(C2=CC=C1)=O)C1C(NC(CC1)=O)=O 3-(4-((7-((cyclohexylmethyl)amino)heptyl)thio)-1-oxoisoindolin-2-yl)piperidine-2,6-dione